BrC=1C=NC=CC1NC=C(C(=O)OCC)C(=O)OCC diethyl 2-[[(3-bromo-4-pyridyl)amino]methylene]propanedioate